propylpropenyl disulphide C(CC)SSC=CC